(R)-ethyl 3-ethoxy-2-hydroxypropanoate C(C)OC[C@H](C(=O)OCC)O